ClC=1C=C(C=CC1)C1=NC=CC=C1 (3-chlorophenyl)pyridine